5-(4-cyclopropylphenyl)-N-[1-ethyl-2-(methylamino)-6-oxo-5-(trifluoromethyl)pyridin-3-yl]-3-(ethylsulfanyl)pyridine-2-carboxamide C1(CC1)C1=CC=C(C=C1)C=1C=C(C(=NC1)C(=O)NC1=C(N(C(C(=C1)C(F)(F)F)=O)CC)NC)SCC